5-Nonadecylresorcinol C(CCCCCCCCCCCCCCCCCC)C=1C=C(C=C(O)C1)O